1-cyano-4-acetamidobenzene C(#N)C1=CC=C(C=C1)NC(C)=O